oxaOxadiazole O1ONN=C1